ClC1=CC=C(C=C1)C1=NOC(=N1)C=1C=C2C(=NC1)OC([C@@H](C2)O)(C)C (R)-6-(3-(4-chlorophenyl)-1,2,4-oxadiazol-5-yl)-2,2-dimethyl-3,4-dihydro-2H-pyrano[2,3-b]pyridin-3-ol